ClC=1C=C(C=CC1F)NC(N(CC1=NN=C2N1CCCCC2)C=2C=C1C=CN(C1=CC2)C(=O)OC(C)(C)C)=O tert-Butyl 5-(3-(3-chloro-4-fluorophenyl)-1-((6,7,8,9-tetrahydro-5H-[1,2,4]triazolo[4,3-a]azepin-3-yl)methyl)ureido)-1H-indole-1-carboxylate